5-(benzyloxy)-3-(4-fluorophenethyl)-2,3-dihydro-1H-pyrido[2,1-f][1,2,4]triazine-4,6-dione C(C1=CC=CC=C1)OC=1C(C=CN2NCN(C(C21)=O)CCC2=CC=C(C=C2)F)=O